ClC1=CC=C2C(=C1)NC(C21N(C(C=2N=C(N(C21)C(C)C)C=2C=NC(=CC2OC)C(F)(F)F)=O)C2=CC(=CC=C2)Cl)=O 6-chloro-5'-(3-chlorophenyl)-3'-isopropyl-2'-(4-methoxy-6-(trifluoromethyl)pyridin-3-yl)-3'H-spiro[indoline-3,4'-pyrrolo[3,4-d]imidazole]-2,6'(5'H)-dione